5,6-dimethoxy-1,2-indenedione COC=1C=C2CC(C(C2=CC1OC)=O)=O